C(C)C1=CNC2=CC=CC=C12 3-ethyl-1H-indol